2-((tert-Butyldimethylsilyl)oxy)ethyl (4-nitrophenyl) carbonate C(OCCO[Si](C)(C)C(C)(C)C)(OC1=CC=C(C=C1)[N+](=O)[O-])=O